N1(N=NC2=C1C=CC=C2)C(=O)C2COC2 (1H-benzo[d][1,2,3]triazol-1-yl)(oxetan-3-yl)methanone